Germanium-Selenide [Ge]=[Se]